ethyl 2-((5-chloropyridazin-4-yl) amino)-2-oxoacetate ClC=1C(=CN=NC1)NC(C(=O)OCC)=O